N-(5-(difluoromethoxy)-1H-pyrazol-3-yl)-1-((R)-1-((S)-tetrahydrofuran-3-yl)ethyl)-1H-pyrazolo[3,4-b]pyrazin-6-amine FC(OC1=CC(=NN1)NC1=CN=C2C(=N1)N(N=C2)[C@H](C)[C@H]2COCC2)F